(P)-phosphate P(=O)([O-])([O-])[O-]